(11S,19S)-11-benzyl-1-(9H-fluoren-9-yl)-19-methyl-3,6,9,12,15-pentaoxo-2,18-dioxa-4,7,10,13,16-pentaazaeicosane-20-oic acid benzyl ester C(C1=CC=CC=C1)OC([C@@H](OCNC(CNC([C@@H](NC(CNC(CNC(OCC1C2=CC=CC=C2C=2C=CC=CC12)=O)=O)=O)CC1=CC=CC=C1)=O)=O)C)=O